O=C1N[C@@H]2[C@H](N1)CS[C@@H]2CCCCC(=O)NCCCC[C@H](N)C(=O)O N6-(5-((3aR,4R,6aS)-2-oxohexahydro-1H-thieno[3,4-d]imidazol-4-yl)pentanoyl)-L-lysine